(3-butenyl)(5-hexenyl)dichlorosilane C(CC=C)[Si](Cl)(Cl)CCCCC=C